NC(C(CCC(=O)OC(C)(C)C)N1C(C2=CC=C(C=C2C1)C1CCC(CC1)N1CC(C1)OC1CCN(CC1)C(=O)OCC1=CC=CC=C1)=O)=O benzyl 4-((1-((1s,4s)-4-(2-(1-amino-5-(tert-butoxy)-1,5-dioxopentan-2-yl)-1-oxoisoindolin-5-yl)cyclohexyl)azetidin-3-yl)oxy)piperidine-1-carboxylate